FC(=C(CCCCC1=CC=CC=C1)C1=CC=C(C#N)C=C1)F 4-(1,1-difluoro-6-phenylhex-1-en-2-yl)benzonitrile